(2S)-N-[[3-amino-6-chloro-5-(4-fluorophenyl)pyrazin-2-yl]methyl]-1-methylpyrrolidine-2-carboxamide NC=1C(=NC(=C(N1)C1=CC=C(C=C1)F)Cl)CNC(=O)[C@H]1N(CCC1)C